(3S)-tert-butyl 4-(6-chloro-1-(2-cyclopropyl-4-methylpyridin-3-yl)-7-(2-fluoro-6-hydroxyphenyl)-2-oxo-1,2-dihydropyrido[2,3-d]pyrimidin-4-yl)-3-methylpiperazine-1-carboxylate ClC1=CC2=C(N(C(N=C2N2[C@H](CN(CC2)C(=O)OC(C)(C)C)C)=O)C=2C(=NC=CC2C)C2CC2)N=C1C1=C(C=CC=C1O)F